O1C(=NC2=C1C=CC=C2)SCCCOC2=CC=C(C=C2)C(\C=C\C2=CC(=CC=C2)OC)=O (E)-1-(4-(3-(benzo[d]oxazol-2-yl-thio)propoxy)phenyl)-3-(3-methoxyphenyl)-2-propen-1-one